COC1=C2C=C(NC2=CC=C1)C(=O)N[C@H](C(=O)N[C@H](C(=O)OC)C[C@H]1C(NCCC1)=O)CC(C)(C)C methyl (2S)-2-[[(2S)-2-[(4-methoxy-1H-indole-2-carbonyl)amino]-4,4-dimethyl-pentanoyl]amino]-3-[(3S)-2-oxo-3-piperidyl]propanoate